CO[C@@]1(CNCC1)[C@@H]1N(CC1)C(=O)OC(C)(C)C tert-butyl (2R)-2-[(3S)-3-methoxypyrrolidin-3-yl]azetidine-1-carboxylate